4-hydroxy-7,7-dimethyl-1-oxaspiro[4.5]decan-8-one OC1CCOC12CC(C(CC2)=O)(C)C